The molecule is an epoxycarotenol derivative of lutein. It has a role as a plant metabolite. It derives from a lutein. CC1=C[C@@H](CC([C@H]1/C=C/C(=C/C=C/C(=C/C=C/C=C(\\C)/C=C/C=C(\\C)/C=C/[C@]23[C@](O2)(C[C@H](CC3(C)C)O)C)/C)/C)(C)C)O